C[N+](CCCCCCCCCC)(CCNC(=O)C=1N(C=C(C1)NC(=O)C=1N(C=C(C1)NC(C1=CC=C(C=C1)\C=C\C=1C=NC2=CC=CC=C2C1)=O)C)C)C (E)-N,N-dimethyl-N-(2-(1-methyl-4-(1-methyl-4-(4-(2-(quinolin-3-yl)vinyl)benzamido)-1H-pyrrole-2-carboxamido)-1H-pyrrole-2-carboxamido)ethyl)decan-1-aminium